O=C1C(C(CC(C1)C1=CC=CC=C1)=O)=CNC(C1=NC=CC=C1)=O N-((2,6-dioxo-4-phenylcyclohexylidene)methyl)picolinamide